3-amino-6-(4-(2-(3,5-difluorophenyl)-2-hydroxyacetamido)-2-methylphenyl)-N-(2-(dimethylamino)ethyl)pyrazine-2-carboxamide NC=1C(=NC(=CN1)C1=C(C=C(C=C1)NC(C(O)C1=CC(=CC(=C1)F)F)=O)C)C(=O)NCCN(C)C